5-[4-(2-aminopropan-2-yl)-2,6-difluorobenzoyl]-2H-isoquinolin-1-one NC(C)(C)C1=CC(=C(C(=O)C2=C3C=CNC(C3=CC=C2)=O)C(=C1)F)F